5-Ethoxy-1,4-dihydro-1,6-dimethyl-2,4-dioxo-N-[(tetrahydro-2-furanyl)methyl]pyrido[2,3-d]pyrimidine-3(2H)-acetamide C(C)OC1=C(C=NC=2N(C(N(C(C21)=O)CC(=O)NCC2OCCC2)=O)C)C